C(C)(C)(C)[S@](=O)N1C(C1C(=O)OC)C(=O)O 1-((S)-tert-butylsulfinyl)-3-(methoxycarbonyl)aziridine-2-carboxylic acid